methyl 1-(4-amino-2-methylphenyl)pyrazole-4-carboxylate NC1=CC(=C(C=C1)N1N=CC(=C1)C(=O)OC)C